C(C)(=O)NC1=NC=CC(=C1)C=1OC=C(N1)C(=O)NC=1C=C2C(=NC1N1CC(CCC1)O[Si](C)(C)C(C)(C)C)N=C(S2)N2CCOCC2 2-(2-acetamidopyridin-4-yl)-N-(5-(3-((tert-butyldimethylsilyl)oxy)piperidin-1-yl)-2-morpholinothiazolo[4,5-b]pyridin-6-yl)oxazole-4-carboxamide